tert-Butyl 3-(7-(1H-pyrazol-1-yl)-5-(2,2,2-trifluoro-1-hydroxyethyl)benzo[d]oxazol-2-yl)-3,8-diazabicyclo[3.2.1]octane-8-carboxylate N1(N=CC=C1)C1=CC(=CC=2N=C(OC21)N2CC1CCC(C2)N1C(=O)OC(C)(C)C)C(C(F)(F)F)O